5-(2,2-difluoroethyl)-2-{5-fluoro-2-methanesulfonylpyrrolo[2,1-f][1,2,4]triazin-7-yl}pyridine FC(CC=1C=CC(=NC1)C1=CC(=C2C=NC(=NN21)S(=O)(=O)C)F)F